tert-butyl N-[5-[[2-(2,6-dioxo-3-piperidyl)-1,3-dioxo-isoindolin-4-yl]amino]pentyl]carbamate O=C1NC(CCC1N1C(C2=CC=CC(=C2C1=O)NCCCCCNC(OC(C)(C)C)=O)=O)=O